C(C)(C)(C)OC(=O)N1CCC(CC1)NC1C(NC(CC1)=O)=O 4-((2,6-Dioxopiperidin-3-yl)amino)piperidine-1-carboxylic acid tert-butyl ester